5-Hydroxy-2-methoxy-benzenaminium chloride [Cl-].OC=1C=CC(=C(C1)[NH3+])OC